2,3-difluoro-4-((2-(1-methyl-1H-pyrazol-4-yl)pyridin-4-yl)oxy)aniline FC1=C(N)C=CC(=C1F)OC1=CC(=NC=C1)C=1C=NN(C1)C